tert-butyl 3',7'-bis(dimethylamino)-5-methyl-3-oxo-3H-dispiro[isobenzofuran-1,10'-dibenzo[b,e]siline-5',1''-silinane]-6-carboxylate CN(C=1C=CC2=C(C1)[Si]1(CCCCC1)C1=C(C23OC(C2=CC(=C(C=C23)C(=O)OC(C)(C)C)C)=O)C=CC(=C1)N(C)C)C